C(C)[C@@H]1CN(S(C2=C(O1)C=CC=C2)(=O)=O)CC=2C=C(C=CC2C)[C@@H](C(C(=O)O)(C)C)OCC=2N=NN(C2)CC (S)-3-(3-(((R)-4-ethyl-1,1-dioxido-3,4-dihydro-2H-benzo[b][1,4,5]oxathiazepin-2-yl)methyl)-4-methylphenyl)-3-((1-ethyl-1H-1,2,3-triazol-4-yl)methoxy)-2,2-dimethylpropanoic acid